(1H-indol-3-yl)-2-methylnicotinic acid ethyl ester C(C)OC(C1=C(N=C(C=C1)C1=CNC2=CC=CC=C12)C)=O